2-amino-4-(2-chlorophenyl)-N-(4-(trifluoromethyl)pyridin-2-yl)pyrimidine-5-carboxamide NC1=NC=C(C(=N1)C1=C(C=CC=C1)Cl)C(=O)NC1=NC=CC(=C1)C(F)(F)F